C(C=C)(=O)OCC(CC)O 2-hydroxy-butyl acrylate